2-chloro-4-(1-(4-(1-methyl-4-(trifluoromethyl)-1H-imidazol-2-yl)phenyl)ethoxy)pyrido[2,3-d]pyrimidine ClC=1N=C(C2=C(N1)N=CC=C2)OC(C)C2=CC=C(C=C2)C=2N(C=C(N2)C(F)(F)F)C